6-(3-fluorophenyl)-2,4-diaminopyrimidine FC=1C=C(C=CC1)C1=CC(=NC(=N1)N)N